5-(1H-pyrrolo[2,3-b]pyridin-4-yl)-2-[4-(trifluoromethoxy)phenyl]-1H-pyrrole-3-carboxamide N1C=CC=2C1=NC=CC2C2=CC(=C(N2)C2=CC=C(C=C2)OC(F)(F)F)C(=O)N